(4-((trimethylsilyl)ethynyl)phenyl)boronic acid C[Si](C)(C)C#CC1=CC=C(C=C1)B(O)O